(R)-N-(1-(4-ethynyl-3-oxo-2-phenyl-2,3,7,8,9,10-hexahydrocyclohepta[de]isoquinolin-1-yl)ethyl)-2-(sulfamoylamino)pyrazolo[1,5-a]pyrimidine-3-carboxamide C(#C)C1=CC=C2C=3C(=C(N(C(C13)=O)C1=CC=CC=C1)[C@@H](C)NC(=O)C=1C(=NN3C1N=CC=C3)NS(N)(=O)=O)CCCC2